FC1=CC=CC2=C1C(CCO2)CNC(OC(C)(C)C)=O tert-Butyl N-[(5-fluoro-3,4-dihydro-2H-1-benzopyran-4-yl)methyl]carbamate